3-cyclopropyl-5-(2-fluoro-4-iodo-anilino)-6,8-dimethyl-1-[5-(methylsulfamoylamino)-3-pyridyl]pyrido[4,3-d]pyrimidine-2,4,7-trione C1(CC1)N1C(N(C=2C(C1=O)=C(N(C(C2C)=O)C)NC2=C(C=C(C=C2)I)F)C=2C=NC=C(C2)NS(NC)(=O)=O)=O